N-hydroxy-m-trifluoromethylbenzimidoyl chloride ON=C(C1=CC(=CC=C1)C(F)(F)F)Cl